2-Chloro-4,6-dipropoxy-1,3,5-triazine ClC1=NC(=NC(=N1)OCCC)OCCC